6-Fluorobenzo[d][1,3]dioxolane-5-carboxylic acid FC=1C(=CC2=C(OCO2)C1)C(=O)O